(2-ethylsulfonylphenyl)-[4-(4-fluoro-1,3-benzothiazol-2-yl)piperazin-1-yl]methanone C(C)S(=O)(=O)C1=C(C=CC=C1)C(=O)N1CCN(CC1)C=1SC2=C(N1)C(=CC=C2)F